FC1=C(C=C2C=CC=NC2=C1)C(C)N1C=NC=2C1=NC(=CN2)C2=CC=NC=C2 7-fluoro-6-(1-(6-(pyridin-4-yl)-imidazo[4,5-b]pyrazin-1-yl)-ethyl)-quinoline